N-[4-(4-methylpiperazin-1-yl)phenyl]-6-propyl-8-(1H-pyrrol-1-yl)-6H-pyrimido[5,4-c][2,1]benzothiazin-2-amine 5,5-dioxide CN1CCN(CC1)C1=CC=C(C=C1)NC=1N=CC=2S(N(C3=C(C2N1)C=CC(=C3)N3C=CC=C3)CCC)(=O)=O